N1C(C(C(C1C(=O)O)C(=O)O)C(=O)O)C(=O)O pyrrolidine-2,3,4,5-tetracarboxylic acid